C(#N)C=1C(=NC2=CC(=CC(=C2C1)C)C)NCCNC(C1=CC(=CC=C1)OC)=O N-(2-((3-Cyano-5,7-dimethylquinolin-2-yl)amino)ethyl)-3-methoxybenzamide